(S)-N-(1-(2-bromo-4-fluorophenyl)ethyl)-2-(4-oxo-benzo[d][1,2,3]triazin-3(4H)-yl)acetamide BrC1=C(C=CC(=C1)F)[C@H](C)NC(CN1N=NC2=C(C1=O)C=CC=C2)=O